tert-butyl (6-((((1S,4S,5S)-4-(4-((R)-8-azido-2-methyl-3-phenyloctan-2-yl)-2,6-dimethoxyphenyl)-6,6-dimethylbicyclo[3.1.1]hept-2-en-2-yl)methyl)amino)-6-oxohexyl)carbamate N(=[N+]=[N-])CCCCC[C@@H](C(C)(C)C1=CC(=C(C(=C1)OC)[C@H]1C=C([C@@H]2C([C@H]1C2)(C)C)CNC(CCCCCNC(OC(C)(C)C)=O)=O)OC)C2=CC=CC=C2